C(CCC)N(C=O)CCCC N,N-Di(but-1-yl)formamide